(R)-3-((3-(8-amino-5-chloropyrido[3,4-d]pyrimidin-2-yl)phenyl)ethynyl)-3-hydroxy-1-methylpyrrolidin-2-one trifluoroacetate FC(C(=O)O)(F)F.NC1=NC=C(C2=C1N=C(N=C2)C=2C=C(C=CC2)C#C[C@]2(C(N(CC2)C)=O)O)Cl